C(CCCCCCC\C=C/CCCCCCCC)NCCCN N-oleyl-1,3-propylenediamine